[K+].P(=O)(OC)(OC)[O-] dimethyl phosphate potassium salt